Tetramethyl-ammonium hexafluorophosphate F[P-](F)(F)(F)(F)F.C[N+](C)(C)C